C(C)(C)(C)OC(=O)N1[C@H](CC[C@@H](C1)NC(=O)C=1N(C2=CC=C(C=C2C1)C(F)(F)F)C)C=1OC(=NN1)OCCOC(F)(F)F (2r,5s)-5-[1-methyl-5-(trifluoromethyl)-1H-indole-2-amido]-2-{5-[2-(trifluoromethoxy)ethoxy]-1,3,4-oxadiazol-2-yl}piperidine-1-carboxylic acid tert-butyl ester